2,2-diallyl-4,4'-biphenol C(C=C)C1(C(C=CC(=C1)C1=CC=C(C=C1)O)O)CC=C